FC1=C2CC(CC2=CC=C1)C(=O)OCC ethyl 4-fluoro-2,3-dihydro-1H-indene-2-carboxylate